(5s,8r)-N-(2,4-dichloro-6-(hydroxymethyl)benzyl)-5-fluoro-8-methoxy-5,6,7,8-tetrahydroquinoline-5-carboxamide ClC1=C(CNC(=O)[C@]2(C=3C=CC=NC3[C@@H](CC2)OC)F)C(=CC(=C1)Cl)CO